(R)-2-((3-amino-2-isopropylpyridin-4-yl)oxy)propan-1-ol NC=1C(=NC=CC1O[C@@H](CO)C)C(C)C